tert-butyl (2R,4R)-4-(2,3-dichloro-6-methoxyphenyl)-2-(3-ethoxy-3-oxopropanoyl)pyrrolidine-1-carboxylate ClC1=C(C(=CC=C1Cl)OC)[C@H]1C[C@@H](N(C1)C(=O)OC(C)(C)C)C(CC(=O)OCC)=O